4-methyl-7-nitro-3,4-dihydro-2H-benzo[b][1,4]oxazin-6-ol CN1C2=C(OCC1)C=C(C(=C2)O)[N+](=O)[O-]